tert-butyl N-[[6-(4,4-difluoro-1-piperidyl)-4-methyl-2-pyridyl]amino]carbamate FC1(CCN(CC1)C1=CC(=CC(=N1)NNC(OC(C)(C)C)=O)C)F